3,3'-dichlorobenzidine ClC=1C=C(C=CC1N)C1=CC(=C(N)C=C1)Cl